N-(2-(2-(cyclopropanesulfonylamino)thiazol-4-yl)propan-2-yl)-2-methoxy-4-(5-(trifluoromethyl)pyridin-3-yl)benzamide C1(CC1)S(=O)(=O)NC=1SC=C(N1)C(C)(C)NC(C1=C(C=C(C=C1)C=1C=NC=C(C1)C(F)(F)F)OC)=O